OCCCN(C(=O)NC1=CC(=C(C=C1)OC)OCCCCC)CC1=C2C(=CN=C1)N(C=C2)CC(=O)N(C)C 2-(4-((1-(3-hydroxypropyl)-3-(4-methoxy-3-(pentyloxy)phenyl)ureido)methyl)-1H-pyrrolo[2,3-c]pyridin-1-yl)-N,N-dimethylacetamide